3,3-dichloro-1,2-bis(1-methylcyclopropyl)cyclopropene Methyl-5-(2,8-dimethyl-[1,2,4]triazolo[1,5-a]pyridin-6-yl)-4-isopropyl-3-methyl-6H-thieno[2,3-b]pyrrole-2-carboxylate COC(=O)C1=C(C2=C(NC(=C2C(C)C)C=2C=C(C=3N(C2)N=C(N3)C)C)S1)C.ClC1(C(=C1C1(CC1)C)C1(CC1)C)Cl